C=C1C(C2=CC=CC=C2C1=C(C#N)C#N)=O 2-methylene-(3-(1,1-dicyanomethylene)-indanone)